ClC1=CC=C(C[C@H]2CO[C@H](CN2C(=O)OC(C)(C)C)CN2N=CC(=C2)C#N)C=C1 (2R,5S)-tert-butyl 5-(4-chlorobenzyl)-2-((4-cyano-1H-pyrazol-1-yl)methyl)-morpholine-4-carboxylate